CN(C(=O)[C@H]1NCSC1(C)C)C=1C=C(C=CC1)C (R)-N,5,5-trimethyl-N-(m-tolyl)thiazolidine-4-carboxamide